CN1CCN(CC1)C1=CC=C(C=C1)NC1=NC2=C(C=CC=C2C=N1)C=1C=C(C=NC1)NC(C=C)=O N-(5-(2-((4-(4-methylpiperazin-1-yl)phenyl)amino)quinazolin-8-yl)pyridin-3-yl)acrylamide